C(#N)C=1C=C(C=C(C1)C)C(CCC(=O)O)=O 4-(3-cyano-5-methylphenyl)-4-oxo-butyric acid